3-(4,4,5,5-tetramethyl-1,3,2-dioxaborolan-2-yl)-1H-pyrrolo[3,2-b]Pyridine-1-carboxylic acid tert-butyl ester C(C)(C)(C)OC(=O)N1C=C(C2=NC=CC=C21)B2OC(C(O2)(C)C)(C)C